C(C1=CC=CC=C1)OC1=CC=C(C=N1)C1CN(CCC1F)C(=O)OC(C)(C)C tert-butyl 3-(6-(benzyloxy)pyridin-3-yl)-4-fluoropiperidine-1-carboxylate